C1(CC1)C(CN1C2=NC(=NC(=C2N=C1)NN=CC1=CC(=CC=C1)C)N1CCOCC1)=O 1-cyclopropyl-2-(6-(2-(3-methylbenzylidene)hydrazinyl)-2-morpholino-9H-purin-9-yl)ethan-1-one